FC1=C(OCC2=NC=CC(=N2)O[C@@H]2C[C@@H](N(CC2)CC2=NC3=C(N2C[C@H]2OCC2)C=C(C=C3)C(=O)O)C)C=CC(=C1)F 2-(((2S,4S)-4-((2-((2,4-difluorophenoxy)methyl)pyrimidin-4-yl)oxy)-2-methylpiperidin-1-yl)methyl)-1-(((S)-oxetan-2-yl)methyl)-1H-benzo[d]imidazole-6-carboxylic acid